FC1(C[C@H]([C@@H](CC1)O)[C@H]1N2C(C3=CC=CC=C13)=CN=C2)F (1R,2S)-4,4-difluoro-2-((R)-5H-imidazo[5,1-a]isoindol-5-yl)cyclohexan-1-ol